Sarcosine nitrogen [N].N(C)CC(=O)O